Uridylyl-2'-5'-phospho-adenosine C1=CN(C(=O)NC1=O)[C@H]2[C@@H]([C@@H]([C@H](O2)CO)O)OP(=O)(O)OC[C@@H]3[C@H]([C@H]([C@@H](O3)N4C=NC5=C(N=CN=C54)N)O)O